FC=1C=C(C=C(C1)F)C=1SC=C(N1)C[C@@H]1N(C[C@@H]([C@@H]1NS(=O)(=O)C)F)C(=O)N(C)C |r| rac-(2S,3R,4S)-2-{[2-(3,5-difluorophenyl)-1,3-thiazol-4-yl]methyl}-4-fluoro-3-[(methanesulfonyl)amino]-N,N-dimethylpyrrolidine-1-carboxamide